tert-Butyl 2-((4-(3-((2,4-dichlorophenoxy)methyl)phenoxy)piperidin-1-yl)methyl)-1-(oxazol-5-ylmethyl)-1H-benzo[d]imidazole-6-carboxylate ClC1=C(OCC=2C=C(OC3CCN(CC3)CC3=NC4=C(N3CC3=CN=CO3)C=C(C=C4)C(=O)OC(C)(C)C)C=CC2)C=CC(=C1)Cl